FC(S(=O)(=O)[O-])(F)F.[Pd+2].C(C=C)C=1C(=C(C=CC1)C1=C(C=C(C=C1C(C)C)C(C)C)C(C)C)P(C(C)(C)C)C(C)(C)C.FC(S(=O)(=O)[O-])(F)F allyl-(2-di-tert-butylphosphino-2',4',6'-triisopropylbiphenyl) palladium trifluoromethanesulfonate